FC(OC=1C2=C(N=C(N1)OC)CN(C2)C(CC2CN(C2)C=2C=NC=CC2)=O)F 1-(4-(Difluoromethoxy)-2-methoxy-5,7-dihydro-6H-pyrrolo[3,4-d]pyrimidin-6-yl)-2-(1-(pyridin-3-yl)azetidin-3-yl)ethan-1-one